methyl 2-(3-{2-[3-(2-hydroxyphenyl)-5-methylthieno[2,3-c]pyridazin-6-yl]ethynyl}-1,2-oxazol-5-yl)-3-methylbutanoate OC1=C(C=CC=C1)C1=CC2=C(N=N1)SC(=C2C)C#CC2=NOC(=C2)C(C(=O)OC)C(C)C